4-(DIFLUOROMETHOXY)BENZOTHIAZOLE-2-BORONIC ACID FC(OC1=CC=CC2=C1N=C(S2)B(O)O)F